(S)-2-amino-N-(4-(3-(hydroxymethyl)pyridin-4-yl)phenyl)-3,3-diphenylpropionylAmine dihydrochloride Cl.Cl.N[C@H](C(=O)NC1=CC=C(C=C1)C1=C(C=NC=C1)CO)C(C1=CC=CC=C1)C1=CC=CC=C1